F[C@H]1OC(O[C@H]1F)=O (4r,5s)-4,5-difluoro-1,3-dioxolan-2-one